tert-butyl (3-(4-bromo-2-((tert-butoxycarbonyl)imino)-3-methyl-2,3-dihydro-1H-imidazol-1-yl)-2-((tert-butyldimethylsilyl)oxy)propyl)carbamate BrC=1N(C(N(C1)CC(CNC(OC(C)(C)C)=O)O[Si](C)(C)C(C)(C)C)=NC(=O)OC(C)(C)C)C